COC=1C(=NC=CC1)C1=C2C=C(N=CC2=C(N=C1)NC)CC(=O)N (5-(3-methoxypyridin-2-yl)-8-(methylamino)-2,7-naphthyridin-3-yl)acetamide